(R)-N-((3-chloro-4-fluorophenyl)(5-chloropyridin-3-yl)methyl)-2-methylpropane-2-sulfinamide ClC=1C=C(C=CC1F)C(N[S@](=O)C(C)(C)C)C=1C=NC=C(C1)Cl